5-bromo-8-chloro-3,4-dihydro-2H-1-benzothiin-4-one BrC1=CC=C(C2=C1C(CCS2)=O)Cl